N-2-Propen-1-yl-N-[3-(triethoxysilyl)propyl]-2-propen-1-amine C(C=C)N(CC=C)CCC[Si](OCC)(OCC)OCC